3-[4-(2,6-diazaspiro[3.3]heptan-2-yl)-3,5-difluoro-phenyl]-5-[(1R)-1-(3,5-dichloro-4-pyridyl)ethoxy]-6-methoxy-1-tetrahydropyran-2-yl-indazole C1N(CC12CNC2)C2=C(C=C(C=C2F)C2=NN(C1=CC(=C(C=C21)O[C@H](C)C2=C(C=NC=C2Cl)Cl)OC)C2OCCCC2)F